ClC1=C(C=C(C=C1)NC(=O)N1C2CC(CC1(C2)C=2OC(NN2)=O)C)C2=NN(C=N2)C cis-N-(4-chloro-3-(1-methyl-1H-1,2,4-triazol-3-yl)phenyl)-3-methyl-1-(5-oxo-4,5-dihydro-1,3,4-oxadiazol-2-yl)-6-azabicyclo[3.1.1]heptane-6-carboxamide